6,7-dimethoxy-quinazolin-4(3H)-one COC=1C=C2C(NC=NC2=CC1OC)=O